FC(COC1=NC=C(C=N1)C=1C=CC(N(N1)CC=1C=NC=C(C1)F)=O)(C)F 6-(2-(2,2-difluoropropoxy)pyrimidin-5-yl)-2-((5-fluoropyridin-3-yl)methyl)pyridazin-3(2H)-one